6'-(4-(9H-carbazol-9-yl)phenyl)-4-(9H-carbazol-9-yl)-4''-(3-methyl-9H-carbazol-9-yl)-5'-(4-(3-methyl-9H-carbazol-9-yl)phenyl)-4'-(pyridin-4-yl)-[1,1':2',1''-terphenyl]-3'-carbonitrile C1=CC=CC=2C3=CC=CC=C3N(C12)C1=CC=C(C=C1)C1=C(C(=C(C(=C1C1=CC=C(C=C1)N1C2=CC=CC=C2C=2C=CC=CC12)C1=CC=C(C=C1)N1C2=CC=CC=C2C=2C=C(C=CC12)C)C#N)C1=CC=NC=C1)C1=CC=C(C=C1)N1C2=CC=CC=C2C=2C=C(C=CC12)C